(2S,4R)-N-((R)-1-(4-carbamimidoylthiophen-2-yl)ethyl)-1-((4-(4-fluorophenoxy)benzoyl)glycyl)-4-(thiazol-2-yl)pyrrolidine-2-carboxamide C(N)(=N)C=1C=C(SC1)[C@@H](C)NC(=O)[C@H]1N(C[C@@H](C1)C=1SC=CN1)C(CNC(C1=CC=C(C=C1)OC1=CC=C(C=C1)F)=O)=O